C1(CC1)C=1C=C(C=CC1)N1C(N(CCC1)CC1CCN(CC1)C=1C=C2C(N(C(C2=CC1)=O)C1C(NC(CC1)=O)=O)=O)=O 5-(4-((3-(3-cyclopropylphenyl)-2-oxotetrahydropyrimidin-1(2H)-yl)methyl)piperidin-1-yl)-2-(2,6-dioxopiperidin-3-yl)isoindoline-1,3-dione